NCCCCNC(C1=CC(=C(C=C1)OC)N1C(NC(CC1)=O)=O)=O N-(4-Aminobutyl)-3-(2,4-dioxohexahydropyrimidin-1-yl)-4-methoxy-benzamide